NC1=NC=2C(=CC=CC2C=2N1C=C(N2)C(=O)N2C1COCC2CC1)OC (5-amino-7-methoxyimidazo[1,2-c]quinazolin-2-yl)(3-oxa-8-azabicyclo[3.2.1]octan-8-yl)methanone